4-(4-(hydroxymethyl)pyrimidin-2-yl)-3-methoxybenzonitrile OCC1=NC(=NC=C1)C1=C(C=C(C#N)C=C1)OC